COC=1C=C(C=CC1OC)[C@@]12CCN([C@H]2C=C(CC1)OC(C(CCC)CCC)=O)C (3aS,7aS)-3a-(3,4-dimethoxyphenyl)-1-methyl-2,3,3a,4,5,7a-hexahydro-1H-indol-6-yl-2-propylpentanoate